O=C(COCCNC(OC(C)(C)C)=O)C1=CC=CC=C1 tert-butyl N-[2-(2-oxo-2-phenylethoxy)ethyl]carbamate